C(C1=CC=CC=C1)OC1=NC(=CC=C1C1=CC(=NC=C1)N1CCC(CC1)CO)OCC1=CC=CC=C1 (1-(2,6-bis(benzyloxy)-[3,4'-bipyridin]-2'-yl)piperidin-4-yl)methanol